CC1=CC=C(C=C1)CN1[C@@H](CCC1=O)CC(=O)N[C@H](C(=O)O)CC1=CC=CC=C1 (2S)-2-[[2-[(2S)-1-[(4-methylphenyl)methyl]-5-oxopyrrolidine-2-yl]acetyl]amino]-3-phenylpropionic acid